3-((3S,4S)-4-amino-3-methyl-2-oxa-8-azaspiro[4.5]decan-8-yl)-6-((2,3-dichlorophenyl)thio)pyrazin-2(1H)-one N[C@@H]1[C@@H](OCC12CCN(CC2)C=2C(NC(=CN2)SC2=C(C(=CC=C2)Cl)Cl)=O)C